fluorenyl-indene tert-butyl-3-(1,3-dihydroxy-2,2-dimethylpropyl)-3-phenethylpyrrolidine-1-carboxylate C(C)(C)(C)OC(=O)N1CC(CC1)(CCC1=CC=CC=C1)C(C(CO)(C)C)O.C1(=CC=CC=2C3=CC=CC=C3CC12)C1C=CC2=CC=CC=C12